C(C)[N+]1(CCCC1)C N-ethyl-N-methyl-pyrrolidinium